CC1=C(C=2N(C=C1C1=C(C=3N=C(SC3N1)C1CCNCC1)C(C)C)N=CN2)C 5-(7,8-dimethyl-[1,2,4]triazolo[1,5-a]pyridin-6-yl)-6-isopropyl-2-(piperidin-4-yl)-4H-pyrrolo[3,2-d]thiazole